CC(CCS1(NC([C@@H](CC1)NC(OC(C)(C)C)=O)=O)=O)(C)C tert-butyl ((1S,4R)-1-(3,3-dimethylbutyl)-1-oxido-3-oxo-3,4,5,6-tetrahydro-1,2-thiazin-4-yl)carbamate